C(C)C1=CC=C(C=C1)C=1C2=CC=C(N2)C(=C2C=CC(C(=C3C=CC(=C(C=4C=CC1N4)C4=CC=C(C=C4)CC)N3)C3=CC=C(C=C3)CC)=N2)C2=CC=C(C=C2)CC 5,10,15,20-tetrakis(4-ethylphenyl)porphyrin